tert-butyl (4R)-2-(1-cyclopropyl-3-formyl-4-oxo-1,4-dihydroquinolin-7-yl)-4-hydroxy-pyrrolidine-1-carboxylate C1(CC1)N1C=C(C(C2=CC=C(C=C12)C1N(C[C@@H](C1)O)C(=O)OC(C)(C)C)=O)C=O